13-chloro-10-[2,6-difluoro-4-({2-[(oxolan-3-yl)amino]ethyl}amino)phenyl]-8-ethyl-4-fluoro-6,8,10-triazatricyclo[9.4.0.02,7]pentadeca-1(11),2(7),3,5,12,14-hexaen-9-one ClC1=CC=2N(C(N(C=3N=CC(=CC3C2C=C1)F)CC)=O)C1=C(C=C(C=C1F)NCCNC1COCC1)F